C(#N)[C@@H](CC(=O)NC)NC(=O)C=1C=NC2=C(C=CC=C2C1)C1=CCC(CC1)C(F)(F)F N-((R)-1-cyano-3-(methylamino)-3-oxopropyl)-8-(4-(trifluoromethyl)cyclohex-1-en-1-yl)quinoline-3-carboxamide